1-(4-((4-((5-((3S,4S)-4-amino-3-methyl-2-oxa-8-azaspiro[4.5]decane-8-yl)pyrazin-2-yl)thio)-3-chloropyridin-2-yl)amino)pyrimidin-2-yl)-4-(aminomethyl)piperidin-4-ol hydrochloride Cl.N[C@@H]1[C@@H](OCC12CCN(CC2)C=2N=CC(=NC2)SC2=C(C(=NC=C2)NC2=NC(=NC=C2)N2CCC(CC2)(O)CN)Cl)C